5-fluoro-2-(2-(1-methyl-1H-imidazol-2-yl)acetyl)-3-nitrobenzoic acid methyl ester COC(C1=C(C(=CC(=C1)F)[N+](=O)[O-])C(CC=1N(C=CN1)C)=O)=O